5-((2-oxopropoxy)methyl)-2,4-dihydro-3H-1,2,4-triazol-3-one O=C(COCC=1NC(NN1)=O)C